gamma-(N-methylamino)propylmethyldimethoxysilane CNCCC[Si](OC)(OC)C